BrC1=C2CNCC2=CC=C1C 4-bromo-5-methylisoindoline